(1R,2S,5S)-N-(4-amino-1-cyclobutyl-3,4-dioxobutane-2-yl)-3-[(2S)-2-(tert-butylcarbamoyl)-3,3-dimethylbutyryl]-6,6-dimethyl-3-azabicyclo[3.1.0]hexane-2-carboxamide NC(C(C(CC1CCC1)NC(=O)[C@@H]1[C@H]2C([C@H]2CN1C([C@@H](C(C)(C)C)C(NC(C)(C)C)=O)=O)(C)C)=O)=O